6-(6-(6-(4-methoxypyridin-3-yl)-4-methyl-1H-pyrazolo[4,3-c]pyridin-1-yl)-4-((2R,3S)-2-methyl-3-((methylsulfonyl)methyl)azetidin-1-yl)pyridin-2-yl)-2-oxa-6-azaspiro[3.4]octane COC1=C(C=NC=C1)C1=CC2=C(C(=N1)C)C=NN2C2=CC(=CC(=N2)N2CC1(COC1)CC2)N2[C@@H]([C@H](C2)CS(=O)(=O)C)C